C[C@@H]([C@H]1CC[C@@H]2[C@@]1(CC[C@H]3[C@H]2CCC4=CC(=O)CC[C@]34C)C)OCC(=O)O The molecule is a steroid acid comprising (20S)-20-hydroxypregn-4-en-3-one having a carboxymethyl group attached to the 20-hydroxy function. It is a steroid acid, a 3-oxo-Delta(4) steroid and a monocarboxylic acid.